N-((3-fluoro-4-hydroxyphenyl)carbonothioyl)-2-phenylacetamide FC=1C=C(C=CC1O)C(=S)NC(CC1=CC=CC=C1)=O